C1(=CC=CC=C1)C(C1=CC=CC=C1)(C1=CC=CC=C1)SCCN (triphenylmethylmercapto)ethylamine